N-(2-oxo-2,3-dihydro-1H-benzo[d]imidazol-5-yl)-2-(4-sulfamoylphenyl)acetamide O=C1NC2=C(N1)C=CC(=C2)NC(CC2=CC=C(C=C2)S(N)(=O)=O)=O